Cl.N1(CCNCC1)C1=NC(=NO1)C1=CC=C(C#N)C=C1 4-(5-(Piperazin-1-yl)-1,2,4-oxadiazol-3-yl)benzonitrile hydrochloride